5-chloro-1-{5-{3-deoxy-3-[2-(phenylmethylene)hydrazino]-β-D-galactopyranosyl}-3-methyl-1H-1,2,4-triazol-1-yl}-2-(trifluoromethyl)benzene ClC=1C=CC(=C(C1)N1N=C(N=C1[C@H]1[C@H](O)[C@H]([C@@H](O)[C@H](O1)CO)NN=CC1=CC=CC=C1)C)C(F)(F)F